BrC=1C=CC=C2C=NC(=NC12)NC=1C=CC(=C(C1)NC(OCC1C2=CC=CC=C2C=2C=CC=CC12)=O)OC 9H-fluoren-9-ylmethyl N-[5-[(8-bromoquinazolin-2-yl)amino]-2-methoxy-phenyl]carbamate